[N+](=O)([O-])C1=CC=C(C=C1)OC(NC1=CC=C(C=C1)C=1SC(=CN1)C1=C(C=C(C=C1)NC(C)=O)S(NC(C)(C)C)(=O)=O)=O (4-(5-(4-acetamido-2-(N-(tert-butyl)sulfamoyl)phenyl)thiazol-2-yl)phenyl)carbamic acid 4-nitrophenyl ester